COC=1C=C(C=C(C1OC)OC)N1C([C@H]([C@@H]1C1=CC(=C(C=C1)OC)O)C)=O (3S,4R)-1-(3,4,5-trimethoxyphenyl)-3-methyl-4-(3-hydroxy-4-methoxyphenyl)azetidin-2-one